(rac)-2-((4-chlorophenethyl)amino)-1-(1H-indol-3-yl)-2-(pyridin-4-yl)ethan-1-one ClC1=CC=C(CCN[C@@H](C(=O)C2=CNC3=CC=CC=C23)C2=CC=NC=C2)C=C1 |r|